N-{3-[5-(2-aminopyrimidin-4-yl)-2-azetidin-2-yl-thiazol-4-yl]-2-fluorophenyl}-2,5-difluorobenzenesulfonamide NC1=NC=CC(=N1)C1=C(N=C(S1)C1NCC1)C=1C(=C(C=CC1)NS(=O)(=O)C1=C(C=CC(=C1)F)F)F